pyridazin-3-yl-azetidine-1-carboxylic acid tert-butyl ester C(C)(C)(C)OC(=O)N1C(CC1)C=1N=NC=CC1